C(C=C)(=O)N1CC2=CC(=CC=C2C[C@H]1C(=O)OC)OC1=CC=C(C=C1)C(F)(F)F methyl (S)-2-acryloyl-7-(4-(trifluoromethyl)phenoxy)-1,2,3,4-tetrahydroisoquinoline-3-carboxylate